ClC1=C(C=CC(=C1)Cl)C1=CC=C(S1)CC(=O)NCCN1CCS(CC1)(=O)=O 2-(5-(2,4-dichlorophenyl)thiophen-2-yl)-N-(2-(1,1-dioxidothiomorpholino)ethyl)acetamide